ClC1=C(OC2=CC=C(C(=C2C(=O)NC2=CC(=NC=C2C)C(=O)OC)C)C2CC2)C=CC(=C1)OC(F)(F)F Methyl 4-[[6-[2-chloro-4-(trifluoromethoxy)phenoxy]-3-cyclopropyl-2-methyl-benzoyl]amino]-5-methyl-pyridine-2-carboxylate